C(C)C1=C(C=CC(=C1)N1CCOCC1)NC1=NC=C(C(=N1)NCCCN1C(COCCC1)=O)C(F)(F)F 4-(3-((2-((2-ethyl-4-morpholinophenyl)amino)-5-(trifluoromethyl)pyrimidin-4-yl)amino)propyl)-1,4-oxazepan-3-one